2,2-bis-[4-(4-maleimidophenoxy)phenyl]propane C1(C=CC(N1C1=CC=C(OC2=CC=C(C=C2)C(C)(C)C2=CC=C(C=C2)OC2=CC=C(C=C2)N2C(C=CC2=O)=O)C=C1)=O)=O